FC1=C(C2=C(C(=CC=C2C=C1O)F)C#C[Si](C(C)C)(C(C)C)C(C)C)O 2,7-difluoro-8-((triisopropylsilyl)ethynyl)naphthalene-1,3-diol